N-(quinoxalin-6-yl)-2-[4-{5-chloro-2-[4-(difluoromethyl)-1H-1,2,3-triazol-1-yl]phenyl}-5-methoxy-2-oxopyridin-1(2H)-yl]hexanamide N1=CC=NC2=CC(=CC=C12)NC(C(CCCC)N1C(C=C(C(=C1)OC)C1=C(C=CC(=C1)Cl)N1N=NC(=C1)C(F)F)=O)=O